FC1=C(C=C(C=C1)N1C(=CC2=CC(=CC=C12)OC)C#N)C 1-(4-fluoro-3-methylphenyl)-5-methoxy-1H-indole-2-carbonitrile